FC([C@H]1N(C(OC1)=O)C=1N=C2N(CCOC3=C2C=CC(=C3)N[C@@H](C)C(=O)O)C1C)F (2-((S)-4-(difluoromethyl)-2-oxooxazolidin-3-yl)-3-methyl-5,6-dihydrobenzo[f]imidazo[1,2-d][1,4]oxazepin-9-yl)-L-alanine